3-METHYL-2-METHYLAMINOVALERIC ACID CC(C(C(=O)O)NC)CC